2-chloro-2'-methyl-1'-(1H-pyrazol-4-ylmethyl)spiro[4,5-dihydrothieno[2,3-c]pyran-7,4'-piperidine] ClC1=CC2=C(S1)C1(CC(N(CC1)CC=1C=NNC1)C)OCC2